1-benzyl-3-ethynyl-3-(trifluoromethyl)pyrrolidine C(C1=CC=CC=C1)N1CC(CC1)(C(F)(F)F)C#C